[2-[[(1S)-2-[(1RS,2SR)-2-(3,5-dichloro-2-pyridyl)-1-methyl-propoxy]-1-methyl-2-oxo-ethyl]carbamoyl]-4-methoxy-3-pyridyl]oxymethyl 2-methylpropanoate CC(C(=O)OCOC=1C(=NC=CC1OC)C(N[C@H](C(=O)O[C@@H]([C@@H](C)C1=NC=C(C=C1Cl)Cl)C)C)=O)C |&1:21,22|